(1R,3S,4R)-N-[(1R)-1-cyano-2-[(3S)-2-oxopyrrolidin-3-yl]ethyl]-2-[(2S)-3-cyclobutyl-2-[(2,2,2-trifluoroacetyl)amino]propanoyl]-5,5-difluoro-2-azabicyclo[2.2.2]octane-3-carboxamide C(#N)[C@@H](C[C@H]1C(NCC1)=O)NC(=O)[C@H]1N([C@H]2CC([C@@H]1CC2)(F)F)C([C@H](CC2CCC2)NC(C(F)(F)F)=O)=O